COC1=C(C=CC=C1)OC(CC)=O.OC1=C(C=C(C(C(=O)O)O)C=C1)OC 4-hydroxy-3-methoxy-mandelic acid 2-methoxy-phenylpropanoate